benzyl 9-[[(tert-butoxy) carbonyl] amino]-1,4-dioxa-7-azaspiro[4.4]nonane-7-carboxylate C(C)(C)(C)OC(=O)NC1CN(CC12OCCO2)C(=O)OCC2=CC=CC=C2